ClC=1C(=C(C=CC1F)N(C(=O)[C@@H]1CNC(N1C(=O)OCC1=CC=CC=C1)=O)C)F (S)-benzyl 5-((3-chloro-2,4-difluorophenyl)(methyl)carbamoyl)-2-oxoimidazolidine-1-carboxylate